N,N'-Di-furfuryl-1,2-ethandiamin C(C1=CC=CO1)NCCNCC1=CC=CO1